COC[C@H](C)NC(=O)C1=CNC2=NC=CN=C21 N-[(2S)-1-methoxypropan-2-yl]-5H-pyrrolo[2,3-b]pyrazine-7-carboxamide